(S)-2-(2,5-dichlorothiophene-3-carboxamido)-N6-ethyl-N1-(1-(2-(2-adamantylamino)-2-oxoethyl)-2-oxo-1,2-dihydropyridin-3-yl)-5-oxohexanediamide ClC=1SC(=CC1C(=O)N[C@H](C(=O)NC=1C(N(C=CC1)CC(=O)NC1C2CC3CC(CC1C3)C2)=O)CCC(C(=O)NCC)=O)Cl